FC=1C(=CC2=C(C(N3[C@@H](CO2)C[C@@H](C3)O)=O)C1O[C@@H](COC)C)C (2S,11aR)-7-fluoro-2-hydroxy-6-(((R)-1-methoxypropan-2-yl)oxy)-8-methyl-2,3,11,11a-Tetrahydro-1H,5H-benzo[f]pyrrolo[2,1-c][1,4]oxazepin-5-one